(S)-quinuclidin-3-yl (2,2-dimethyl-6-(2-(trifluoromethyl) pyridin-4-yl)-1,2,3,4-tetrahydronaphthalen-1-yl)carbamate CC1(C(C2=CC=C(C=C2CC1)C1=CC(=NC=C1)C(F)(F)F)NC(O[C@@H]1CN2CCC1CC2)=O)C